benzochromene O1CC=CC2=CC=C3C(=C12)C=CC=C3